8-ethylpyrido[2,3-d]pyrimidin-7(8H)-one C(C)N1C(C=CC2=C1N=CN=C2)=O